COC1=CC=C(C=C1)N1C(=NC=C1)C(=O)OCC ethyl 1-(4-methoxyphenyl)-1H-imidazole-2-carboxylate